NNCCCCCCCCCCC=CC=CC=CC=CC(=O)[O-] diazahenicosa-13,15,17,19-tetraene-21-oate